NC=1NC(C(=C(N1)N)CC(=O)NC=1C=CC(=NC1)C(=O)N[C@H](C(=O)O)CCC1=NN=NN1)=O (2S)-2-({5-[2-(2,4-diamino-6-oxo-1,6-dihydropyrimidin-5-yl)acetamido]pyridin-2-yl}formamido)-4-(1H-1,2,3,4-tetrazol-5-yl)butanoic acid